C(C1=CC=CC=C1)N1C=C(C2=NC=C(C=C21)C=2C(=NOC2C)C)I 4-(1-benzyl-3-iodo-pyrrolo[3,2-b]pyridin-6-yl)-3,5-dimethyl-isoxazole